2,4-difluoro-5-(piperazin-1-yl)phenol FC1=C(C=C(C(=C1)F)N1CCNCC1)O